CNC(=O)CNC(=O)C1=NC=C(C=C1O)C1=CC=C(C=C1)C 3-Hydroxy-5-(4-methylphenyl)-pyridine-2-carboxylic acid (methylcarbamoyl-methyl)-amide